ClC=1C=C(C=CC1)N1C(C(=CC2=C1N=C(N=C2)S(=O)(=O)C)N2CCN(C1=C(C=CC=C21)C)C(=O)OCC2=CC=CC=C2)=O benzyl 4-[8-(3-chlorophenyl)-2-methylsulfonyl-7-oxo-pyrido[2,3-d]pyrimidin-6-yl]-8-methyl-2,3-dihydroquinoxaline-1-carboxylate